ClC1=NC(=CC(=C1)C(C1=CC=C(C(=O)O)C=C1)(F)F)N1CCN(CC1)S(=O)(=O)C1=CC=C(C=C1)N1C(C[C@H](C1)NC(=O)OC(C)(C)C)=O 4-[[2-chloro-6-[4-[4-[(4R)-4-(tert-butoxycarbonylamino)-2-oxo-pyrrolidin-1-yl]phenyl]sulfonylpiperazin-1-yl]-4-pyridinyl]-difluoro-methyl]benzoic acid